O(C1=CC=CC=C1)C=1C=C(C=CC1)C(C)N 1-(3-phenoxyphenyl)ethylamine